3-([2,3'-Bipyridin]-6'-ylamino)benzoic acid N1=C(C=CC=C1)C=1C=NC(=CC1)NC=1C=C(C(=O)O)C=CC1